ClC1=CC=C(C=C1)C(C=[N+]=[N-])=O 1-(4-chlorophenyl)-2-diazoethane-1-one